Cl.C1(CC1)C=1N=C(C2=C(N1)C(=CS2)C=2C(=NOC2C)C)N[C@H](CN2CCNCC2)C 2-cyclopropyl-7-(3,5-dimethyl-1,2-Oxazol-4-yl)-N-[(2S)-1-piperazin-1-ylpropan-2-yl]Thieno[3,2-d]Pyrimidine-4-amine hydrochloride